OC[C@H](C)NC(CN(C)C=1C2=C(N=C(N1)C1=NC=CC(=C1)OC)CCC2)=O N-[(2S)-1-hydroxypropan-2-yl]-2-{[2-(4-methoxypyridin-2-yl)-5H,6H,7H-cyclopenta[d]pyrimidin-4-yl](methyl)amino}acetamide